BrC1=NC(=C(C(=O)OC2=C(C(=C(C(=C2F)F)F)F)F)C=C1)OC perfluorophenyl 6-bromo-2-methoxynicotinate